2-(chloromethyl)-3-methyl-pyridine ClCC1=NC=CC=C1C